C(C)(C)(C)OC(=O)N1[C@H](C=2C(CC1)=C(N(N2)C)OS(=O)(=O)C(F)(F)F)C (S)-2,7-dimethyl-3-(((trifluoromethyl)sulfonyl)oxy)-2,4,5,7-tetrahydro-6H-pyrazolo[3,4-c]pyridine-6-carboxylic acid tert-butyl ester